ammonium hypochlorite Cl[O-].[NH4+]